Cl.Cl.NC(C(=O)OC)CCN1CCCCC1 methyl 2-amino-4-(piperidin-1-yl)butanoate dihydrochloride